12-iodo-4,6,8,10-tetramethyltridecyldecoxymethyl ether IC(CC(CC(CC(CC(CCCC(OCCCCCCCCCC)OC(CCCC(CC(CC(CC(CC(C)I)C)C)C)C)OCCCCCCCCCC)C)C)C)C)C